CC(C)CCC[C@@H](C)[C@H]1CC[C@H]2[C@@H]3CC=C4C=CCC[C@]4(C)[C@H]3CC[C@]12C cholest-3,5-diene